N(=N[N+]#N)[N+]#N azodiazonium